5-Cholestene-3,7-diol CC(C)CCC[C@@H](C)[C@H]1CC[C@H]2[C@@H]3C(C=C4CC(CC[C@]4(C)[C@H]3CC[C@]12C)O)O